1-methyl-2,3,4,5-tetranitro-pyrrole CN1C(=C(C(=C1[N+](=O)[O-])[N+](=O)[O-])[N+](=O)[O-])[N+](=O)[O-]